FC1CCN(CC1)S(=O)(=O)C1=CC=C(CNC(=O)N2C=CC3=CC=CC=C23)C=C1 N-(4-((4-Fluoropiperidin-1-yl)sulfonyl)benzyl)-1H-indole-1-carboxamide